ammonium malate salt C(C(O)CC(=O)[O-])(=O)[O-].[NH4+].[NH4+]